FC1=C(C=C(C=C1)OC(F)(F)F)CNC(=O)C=1C=C(C(=NC1OC)C)C1=CC=C2C(=NNC2=C1)C(=O)NC 6-[5-({[2-fluoro-5-(trifluoromethoxy)phenyl]methyl}carbamoyl)-6-methoxy-2-methylpyridin-3-yl]-N-methyl-1H-indazole-3-carboxamide